C[Si](C1=C(C=CC=C1)C1=C(C=CC=C1)[Si](C)(C)C)(C)C 2,2'-bis(trimethylsilyl)-1,1'-biphenyl